ClC1=NC(=CC(=N1)C=1C=NN(C1)C1CN(C1)C(=O)OC(C)(C)C)C(F)(F)F tert-butyl 3-[4-[2-chloro-6-(trifluoromethyl)pyrimidin-4-yl]pyrazol-1-yl]azetidine-1-carboxylate